IC1=CC2=C(N=CN=C2N2CCOCC2)N1COCC[Si](C)(C)C 4-(6-iodo-7-{[2-(trimethylsilyl)ethoxy]methyl}-7H-pyrrolo[2,3-d]pyrimidin-4-yl)morpholine